6-chloro-N-[5-(2,2-difluoroethyl)-4,6-dimethoxy-pyrimidin-2-yl]-1H-pyrrolo[2,3-b]pyridine-3-sulfonic acid amide ClC1=CC=C2C(=N1)NC=C2S(=O)(=O)NC2=NC(=C(C(=N2)OC)CC(F)F)OC